methyl 3-((2-((4-((tert-butoxy carbonyl)amino)butyl)amino)-5-carbamoylpyridin-3-yl)thio)propanoate C(C)(C)(C)OC(=O)NCCCCNC1=NC=C(C=C1SCCC(=O)OC)C(N)=O